C[C@H]1N(CCC2=C1C1=C(N=NC(=C1)C1=C(C=CC=C1)O)N2)C2CCN(CC2)C2CCC(CC2)CN2CCNCC2 2-((R)-5-methyl-6-(1-((1r,4R)-4-(piperazin-1-ylmethyl)cyclohexyl)piperidin-4-yl)-6,7,8,9-tetrahydro-5H-pyrido[3',4':4,5]pyrrolo[2,3-c]pyridazin-3-yl)phenol